CC(C(=O)N[C@@H](CC1=CC=CC=C1)B1OC(C(O1)(C)C)(C)C)C(=O)NCC1=NC(=CC=C1)C1=CC=CC=C1 2-Methyl-N1-((R)-2-phenyl-1-(4,4,5,5-tetramethyl-1,3,2-dioxaborolan-2-yl)ethyl)-N3-((6-phenylpyridin-2-yl)methyl)malonamide